C(C)[NH+](CC)CC.P(=O)([O-])([O-])OC[C@@H]1[C@H]([C@H]([C@@H](O1)N1C=[N+](C=2C(=O)NC(N)=NC12)CC1=CC=CC=C1)O)O N7-benzyl-guanosine 5'-monophosphate triethylammonium salt